NC1=NC=CC=C1CCC[C@@H](C(=O)N[C@H]1CN(CC12CC2)CCCC(=O)N(CC)CC)NC(OC(C)(C)C)=O tert-butyl ((S)-5-(2-aminopyridin-3-yl)-1-(((R)-5-(4-(diethylamino)-4-oxobutyl)-5-azaspiro[2.4]heptan-7-yl)amino)-1-oxopentan-2-yl)carbamate